tert-butyl (2S,3S)-1-(7,8-dichloro-4-(1H-imidazol-1-yl)quinolin-2-yl)-3-hydroxypyrrolidine-2-carboxylate ClC1=CC=C2C(=CC(=NC2=C1Cl)N1[C@@H]([C@H](CC1)O)C(=O)OC(C)(C)C)N1C=NC=C1